[Ir].[Pd] Palladium-Iridium